1-(2,6-dimethylazepan-1-yl)octadec-10-en CC1N(CC(CCC1)C)CCCCCCCCCC=CCCCCCCC